F[C@@H]1[C@H]2CCC[C@@H](C[C@@H]1OC1=CC=C(N=N1)C1=C(C=C(C=C1)C=1SC(=NN1)C)O)N2 2-(6-(((1r,2r,3s,5s)-2-fluoro-9-azabicyclo[3.3.1]non-3-yl)oxy)pyridazin-3-yl)-5-(5-methyl-1,3,4-thiadiazol-2-yl)phenol